(S)-4-amino-1-(2,6-dichloro-4-methoxyphenyl)-N-(5-(morpholin-3-yl)pyridin-3-yl)-6-oxo-1,6-dihydropyrimidine-5-carboxamide NC=1N=CN(C(C1C(=O)NC=1C=NC=C(C1)[C@@H]1NCCOC1)=O)C1=C(C=C(C=C1Cl)OC)Cl